[1,1'-biphenyl]-4-yl-phosphonic acid diethyl ester C(C)OP(OCC)(=O)C1=CC=C(C=C1)C1=CC=CC=C1